methyl 4-(4-(tert-butyl)phenyl)-2-methylpyrrolo[1,2-a]quinoxaline-7-carboxylate C(C)(C)(C)C1=CC=C(C=C1)C=1C=2N(C3=CC=C(C=C3N1)C(=O)OC)C=C(C2)C